benzofuran-2-yl(pyridin-3-yl)methanamine O1C(=CC2=C1C=CC=C2)C(N)C=2C=NC=CC2